5-fluoro-1-(2-trimethylsilylethoxymethyl)pyrrolo[2,3-b]pyridin-4-ol FC1=C(C2=C(N=C1)N(C=C2)COCC[Si](C)(C)C)O